(6-amino-pyridin-2-yl)-N-(6-fluoro-pyridin-3-yl)-N'-isopropyl-[1,3,5]triazine-2,4-diamine NC1=CC=CC(=N1)C1=NC(=NC(=N1)NC=1C=NC(=CC1)F)NC(C)C